FC1=CC=C(C=C1)S(=O)(=O)CC#N 2-((4-fluorophenyl)sulfonyl)acetonitrile